C[N+]1(CCOCC1)[O-] N-methylmorpholin-N-oxide